(3S,5S,8R,9S,10S,13R,14S,17R)-3-ethyl-l-7-((R)-7-hydroxy-7-methyloctan-3-yl)-10,13-dimethylhexadecahydro-1H-cyclopenta[a]phenanthren-3-ol C(C)[C@@]1(CC[C@@]2([C@H]3CC[C@]4(CCC[C@H]4[C@H]3C(C[C@H]2C1)[C@H](CC)CCCC(C)(C)O)C)C)O